6-hydroxy-3'-methyl-4-pentyl-6'-(prop-1-en-2-yl)[1,1'-bi(cyclohexane)] OC1CC(CCC1C1CC(CCC1C(=C)C)C)CCCCC